CC(CCCCCCCCCCCCCC)C1=CNC(O1)=O 5-(hexadecan-2-yl)oxazol-2(3H)-one